C(C)(C)N(C1CC(C1)OC=1C(=C2CN(C(C2=CC1)=O)C1C(NC(CC1)=O)=O)OC)CC1CCNCC1 3-(5-((1r,3r)-3-(isopropyl(piperidin-4-ylmethyl)amino)cyclobutoxy)-4-methoxy-1-oxoisoindolin-2-yl)piperidine-2,6-dione